O1C(OCC1)C1=CC=NC=C1 4-(1,3-dioxolan-2-yl)pyridine